SC1=C(C=C(C(=C1)S)S)S 1,2,4,5-tetra-mercaptobenzene